((4R,5R)-1,3-dioxolane-4,5-diyl)bis(methylene)bis(4-azido-4-oxobutanoate) O1CO[C@@H]([C@H]1CC(C(=O)[O-])CC(=O)N=[N+]=[N-])CC(C(=O)[O-])CC(N=[N+]=[N-])=O